(R)-3-(1-aminoethyl)-5-methylbenzylamine hydrochloride Cl.N[C@H](C)C=1C=C(CN)C=C(C1)C